3-((tetrahydro-2H-pyran-2-yl)oxy)-6-(4,4,5,5-tetramethyl-1,3,2-dioxaborolan-2-yl)Quinoline O1C(CCCC1)OC=1C=NC2=CC=C(C=C2C1)B1OC(C(O1)(C)C)(C)C